3-bromo-6-methyl-5H-pyrrolo[3,4-b]pyridin-7(6H)-one BrC=1C=C2C(=NC1)C(N(C2)C)=O